ClC1=C(CNC(C2=CC=C(C=C2)NC(=O)NCC2=CC=NC=C2)=O)C(=CC=C1)Cl N-(2,6-dichlorobenzyl)-4-(3-(pyridin-4-ylmethyl)ureido)benzamide